C1(CC1)N1N=C2N(C(N([C@H](C2=C1)C)C1CCN(CC1)C=1C(=NC=CC1C)OC)=O)CC1=C(C=CC=C1)C1CC1 (S)-2-Cyclopropyl-7-(2-cyclopropyl-benzyl)-5-(2'-methoxy-4'-methyl-3,4,5,6-tetrahydro-2H-[1,3']bipyridinyl-4-yl)-4-methyl-2,4,5,7-tetrahydro-pyrazolo[3,4-d]pyrimidin-6-on